tert-butyl 5-methyl-5,6-dihydro-[2,3'-bipyridine]-1(4H)-carboxylate CC1CC=C(N(C1)C(=O)OC(C)(C)C)C=1C=NC=CC1